6-iodo-2,3-bis(trifluoromethyl)quinoxaline IC=1C=C2N=C(C(=NC2=CC1)C(F)(F)F)C(F)(F)F